[Na].[Na].OC1=C(C(C(=C(C1=O)O)O)=O)O tetrahydroxy-1,4-benzoquinone disodium salt